FC=1C=C(C=C(C1F)C1=CC(=NC=C1)OC([2H])([2H])[2H])O 3,4-difluoro-5-(2-(methoxy-d3)pyridin-4-yl)phenol